(4-(1-adamantyl)-6-isopropoxy-6H-dibenzo[c,e][1,2]oxaborinin-2-yl)(tert-butyl)dimethylsilane C12(CC3CC(CC(C1)C3)C2)C2=CC(=CC=3C1=C(B(OC32)OC(C)C)C=CC=C1)[Si](C)(C)C(C)(C)C